C(OC1=C(C=C(C=C1[N+](=O)[O-])C(C)(C)C)C(C)(C)C)(OC)=O 2,4-di-tert-butyl-6-nitro-phenyl methyl carbonate